N(=[N+]=[N-])C1=NC(=NC(=N1)OC1=CC=CC=C1)N(C1=CC=CC=C1)C 4-azido-N-methyl-6-phenoxy-N-phenyl-1,3,5-triazin-2-amine